5-(5-(3-(azetidin-3-ylmethoxy)naphthalen-2-yl)-1H-pyrazol-3-ylamino)pyrazine-2-carbonitrile N1CC(C1)COC=1C(=CC2=CC=CC=C2C1)C1=CC(=NN1)NC=1N=CC(=NC1)C#N